5-(5-((2-(4-methylpiperazin-1-yl)pyridin-4-yl)amino)-1H-pyrrolo[2,3-b]pyridin-3-yl)isoindolin-1-one CN1CCN(CC1)C1=NC=CC(=C1)NC=1C=C2C(=NC1)NC=C2C=2C=C1CNC(C1=CC2)=O